BrC1=CC=2N(C=C1)C(=NN2)[C@@H]2C[C@@H](CCC2)N (1R,3S)-3-(7-bromo-[1,2,4]triazolo[4,3-a]pyridin-3-yl)cyclohexanamine